(R)-5-(3-(dimethylamino)piperidin-1-yl)pyridin-2-amine CN([C@H]1CN(CCC1)C=1C=CC(=NC1)N)C